C(#N)C1=C(CC2=NC3=C(N2CCOC)C=C(C=C3)C(=O)O)C=CC(=C1F)C1=NC(=CC=C1)OCC1=C(C=C(C=C1)C#N)F 2-(2-cyano-4-(6-((4-cyano-2-fluorobenzyl)oxy)pyridin-2-yl)-3-fluorobenzyl)-1-(2-methoxyethyl)-1H-benzo[d]Imidazole-6-carboxylic acid